NC=1C=C(C=NC1N1C([C@@H]2C[C@@H]2C1)=O)[C@@H](C)N1N=CC(=C1)NC(=O)C1=NC(=CN=C1C)C1=C(C(=CC=C1C(F)F)Cl)F N-(1-((R)-1-(5-amino-6-((1R,5S)-2-oxo-3-azabicyclo[3.1.0]hex-3-yl)pyridin-3-yl)ethyl)-1H-pyrazol-4-yl)-6-(3-chloro-6-(difluoromethyl)-2-fluorophenyl)-3-methylpyrazine-2-carboxamide